6-nitro-2-oxo-1,2-dihydroquinoline-4-carboxylic acid [N+](=O)([O-])C=1C=C2C(=CC(NC2=CC1)=O)C(=O)O